2-(1-(2-methoxyphenyl)cyclopropyl)acetic acid COC1=C(C=CC=C1)C1(CC1)CC(=O)O